BrC=1C=C(C=CC1)N(C1=N/C(/NC2=CC(=C(C=C12)Cl)Cl)=N/N)C (E)-N-(3-bromophenyl)-6,7-dichloro-2-hydrazono-N-methyl-1,2-dihydroquinazolin-4-amine